CN(C1C[C@@H]2[C@@H](OC(O2)(CCCCCCCC\C=C/C\C=C/CCCCC)CCCCCCCC\C=C/C\C=C/CCCCC)C1)C (3aR,5s,6aS)-N,N-dimethyl-2,2-bis((9Z,12Z)-octadec-9,12-dienyl)tetrahydro-3aH-cyclopenta[d][1,3]dioxolan-5-amine